O(C1=CC=CC=C1)CC1CN(CC1)C1=NC(=NC=C1)C1=CN=C2N1C=C(N=C2)C(F)(F)F 3-(4-(3-(Phenoxymethyl)pyrrolidin-1-yl)pyrimidin-2-yl)-6-(trifluoromethyl)imidazo[1,2-a]pyrazine